1-[9-(4-chlorophenyl)-2-[2-hydroxyethyl-(methyl)amino]-8-(3-isopropylimidazol-4-yl)purin-6-yl]-4-methyl-piperidine-4-carboxamide ClC1=CC=C(C=C1)N1C2=NC(=NC(=C2N=C1C=1N(C=NC1)C(C)C)N1CCC(CC1)(C(=O)N)C)N(C)CCO